NC1(CCC1)C=1C=C(CN2C(NC(C3=C2C=CN3)=O)=S)C=CC1 1-(3-(1-Aminocyclobutyl)benzyl)-2-thioxo-1,2,3,5-tetrahydro-4H-pyrrolo[3,2-d]pyrimidin-4-one